N-((1-(hydroxymethyl)cyclopropyl)methyl)-4-(isopropylamino)-6-(1H-pyrazol-4-yl)quinoline OCC1(CC1)CN1CC=C(C2=CC(=CC=C12)C=1C=NNC1)NC(C)C